ClC1=C(CN2C(OC(=N2)C)=O)C(=CC=C1C(=O)C1=C(CCCC1=O)O)Cl 3-(2,6-dichloro-3-(2-hydroxy-6-oxocyclohex-1-enecarbonyl)benzyl)-5-methyl-1,3,4-oxadiazol-2(3H)-one